CN1C(=CC=2C(=NC(=CC21)C2=CC=C(C=C2)N2CCN(CC2)C2COC2)C)C2=CC=C(C=C2)S(=O)(=O)N(C)C.[P].[Zr] Zirconium phosphorus 4-(1,4-dimethyl-6-(4-(4-(oxetan-3-yl)piperazin-1-yl)phenyl)-1H-pyrrolo[3,2-c]pyridin-2-yl)-N,N-dimethylbenzenesulfonamide